5,6-dihydro-11H-benzo[b]carbazol-11-one C1=C2C=3C(C4=C(CC3NC2=CC=C1)C=CC=C4)=O